Methyl (R)-2-(((benzyloxy)carbonyl)amino)-3-(7-bromothieno[3,2-b]pyridine-2-carboxamido)propanoate C(C1=CC=CC=C1)OC(=O)N[C@@H](C(=O)OC)CNC(=O)C1=CC2=NC=CC(=C2S1)Br